O=C1NC(CCC1N1C(N(C2=NC(=CC=C21)N2CCC(CC2)CC(=O)OC(C)(C)C)C)=O)=O tert-butyl 2-[1-[1-(2,6-dioxo-3-piperidyl)-3-methyl-2-oxo-imidazo[4,5-b]pyridin-5-yl]-4-piperidyl]acetate